3-(1-methyl-7-(piperazin-1-yl)-1H-pyrazolo[3,4-c]pyridin-3-yl)piperidine-2,6-dione CN1N=C(C=2C1=C(N=CC2)N2CCNCC2)C2C(NC(CC2)=O)=O